C(C)OC(=O)C1=C(N=C(S1)C1=CC2=C(S1)C(=CC(=C2)OC2CC2)Br)C 2-(7-bromo-5-cyclopropoxybenzo[b]thiophen-2-yl)-4-methylthiazole-5-carboxylic acid ethyl ester